2-[(5-chloropyridin-2-yl)methyl]-6-[1-(1-ethyl-1H-pyrazol-4-yl)-1-hydroxyethyl]-4-fluoro-2,3-dihydro-1H-isoindol-1-one ClC=1C=CC(=NC1)CN1C(C2=CC(=CC(=C2C1)F)C(C)(O)C=1C=NN(C1)CC)=O